O=C1NC(CCC1OC1=CC=C(C=C1)C1CCN(CC1)CC(=O)N1CCC(CC1)C=1N=C2N(C=C(C(=C2)OC(C)C)NC(=O)C2=NC(=CC=C2)C(F)(F)F)C1)=O N-[2-[1-[2-[4-[4-[(2,6-dioxo-3-piperidinyl)oxy]phenyl]-1-piperidinyl]acetyl]-4-piperidinyl]-7-isopropoxy-imidazo[1,2-a]pyridin-6-yl]-6-(trifluoromethyl)pyridine-2-carboxamide